N1=C(C=CC2=CC=CC=C12)N1CC2(CN(C2)C(NN)=S)C1 6-(quinolin-2-yl)-2,6-diazaspiro[3.3]heptane-2-thiohydrazide